C(C[Se]CC(=O)O)(=O)O monoselenodiacetic acid